CC1=C(CNS(=O)(=O)C2CCCC2)C(=CC(=C1)B1OC(C(O1)(C)C)(C)C)C N-(2,6-dimethyl-4-(4,4,5,5-tetramethyl-1,3,2-dioxaborolan-2-yl)benzyl)cyclopentanesulfonamide